Cl.N[C@H]1[C@@H](C1)C1=CC=C(C=C1)NC(CC1=CC2=CC=CC=C2C=C1)=O trans-N-[4-(2-aminocyclopropyl)phenyl]-2-(2-naphthyl)acetamide hydrochloride